2-(3-(2-(2-((tert-butoxycarbonyl)amino)ethoxy)ethoxy)phenyl)-2-phenylacetic acid C(C)(C)(C)OC(=O)NCCOCCOC=1C=C(C=CC1)C(C(=O)O)C1=CC=CC=C1